FC=1C(=C(C=CC1)C=1C(=NC=CC1)CCC)F (difluorophenyl)pyridinyl[propane]